tert-butyl 4-(3-amino-2-hydroxypropyl)piperazine-1-carboxylate NCC(CN1CCN(CC1)C(=O)OC(C)(C)C)O